1H-pyrazole-1-sulfonamide N1(N=CC=C1)S(=O)(=O)N